2-chloro-1-methyl-6-oxo-1,6-dihydropyridine-3-carboxylate ClC=1N(C(C=CC1C(=O)[O-])=O)C